FC1=CC=C(C=C1)N1N=C(C=C1C1=CC(=CC(=C1)CO[C@@H](C(F)(F)F)C)F)NC(=O)[C@@H]1CNC(C1)=O (S)-5-Oxopyrrolidine-3-carboxylic acid {1-(4-fluorophenyl)-5-[3-fluoro-5-((R)-2,2,2-trifluoro-1-methylethoxymethyl)phenyl]-1H-pyrazol-3-yl}amide